ClC1=C(C=C(OCC(=O)NC23CC(C2)(C3)NC(=O)C3OC2=C(C(C3)=NO)C=C(C=C2)F)C=C1)F N-{3-[2-(4-chloro-3-fluorophenoxy)acetamido]bicyclo[1.1.1]pentan-1-yl}-6-fluoro-4-(hydroxyimino)-3,4-dihydro-2H-1-benzopyran-2-carboxamide